Cl.ClC=1C=C(C=CC1)C(CO)NC(=O)C1=CN(C=C1)C1=NC(=NC=C1C)NC=1C=C2C(=CNC2=CC1)C=1CCNCC1 N-(1-(3-chlorophenyl)-2-hydroxyethyl)-1-(5-methyl-2-((3-(1,2,3,6-tetrahydropyridin-4-yl)-1H-indol-5-yl)amino)pyrimidin-4-yl)-1H-pyrrole-3-carboxamide hydrochloride